CN1N=CC2=CC(=CC=C12)S(=O)(=O)C1=CC=C(C=C1)CNC(=O)C=1C=CC=2N(C1)C=CN2 N-{[4-(1-methyl-1H-indazole-5-sulfonyl)phenyl]methyl}imidazo[1,2-a]pyridine-6-carboxamide